4-[(2,5-dichlorophenyl)azo]-3-hydroxy-N-(2,5-dimethoxyphenyl)-2-naphthamide ClC1=C(C=C(C=C1)Cl)N=NC1=C(C(=CC2=CC=CC=C12)C(=O)NC1=C(C=CC(=C1)OC)OC)O